3-[(tert-butyldimethylsilyl)oxy]-2-methylidenebutyl 4-methylbenzenesulfonate CC1=CC=C(C=C1)S(=O)(=O)OCC(C(C)O[Si](C)(C)C(C)(C)C)=C